C(CN(CC(=O)[O-])CC(=O)[O-])N(CC(=O)[O-])CC(=O)[O-].[Na+].[Na+].[Na+].[Na+] sodium ethylenediaminetetraacetic acid salt